1-isopropyl-1H-imidazol C(C)(C)N1C=NC=C1